FC1=CC2=C(NC(=N2)CN2C(C3=CC=CC=C3C2=O)=O)C=C1F ((5,6-difluoro-1H-benzo[d]imidazol-2-yl)methyl)isoindoline-1,3-dione